tert-butyl N-{2'-[7-(methylamino)-2,1,3-benzoxadiazole-4-sulfonamido]ethyl}carbamate CNC1=CC=C(C=2C1=NON2)S(=O)(=O)NCCNC(OC(C)(C)C)=O